C1(=CC=CC=C1)N=NC1=C(C(=O)O)C=CC(=C1)C(=O)O 2-(phenyldiazenyl)terephthalic acid